CN(CCOC1=CC=C(C(=O)NC=2SC=C(N2)C(C)(C)C2=CC=C(C=C2)OC)C=C1)C 4-(2-(dimethylamino)ethoxy)-N-(4-(2-(4-methoxyphenyl)propan-2-yl)thiazol-2-yl)benzamide